6-Chloro-N-(3-methoxy-5-(1-methyl-1H-pyrazol-5-yl)phenyl)quinolin-4-amine ClC=1C=C2C(=CC=NC2=CC1)NC1=CC(=CC(=C1)C1=CC=NN1C)OC